OC[C@H]([C@H]([C@@H](CO)O)O)OCCNC(CCCC(=O)N)=O N5-(2-(((2R,3S,4R)-1,3,4,5-tetrahydroxypentan-2-yl)oxy)ethyl)pentanediamide